C(C)(=O)O[C@@H]1COCC[C@H]1NC1=NN2C(C=N1)=C(C(=C2C(C)C(C)(C)F)C#N)C(F)(F)F (3S,4R)-4-{[6-cyano-7-(3-fluoro-3-methylbutan-2-yl)-5-(trifluoromethyl)pyrrolo[2,1-f][1,2,4]triazin-2-yl]amino}oxan-3-yl acetate